methyl 2,2-dimethoxyacetate COC(C(=O)OC)OC